C(C1=CC=CC=C1)[C@@H]1[C@H]2C[C@H]2CN1C(=O)OC(C)(C)C |o1:7,8,10| tert-butyl (1S*,2R*,5R*)-2-benzyl-3-azabicyclo[3.1.0]hexane-3-carboxylate